FC1=CC=C(C=C1)N1C=CC2=CC(=CC=C12)C(C(=O)N)=C (1-(4-fluorophenyl)-1H-indol-5-yl)acrylamide